2'-{6-amino-5-[(1R)-1-(2,6-dichloro-3-fluorophenyl)ethoxy]pyridin-3-yl}-N-ethyl-5',6'-dihydrospiro[azetidine-3,4'-pyrrolo[1,2-b]pyrazole]-1-carboxamide NC1=C(C=C(C=N1)C=1C=C2N(N1)CCC21CN(C1)C(=O)NCC)O[C@H](C)C1=C(C(=CC=C1Cl)F)Cl